(2S)-2-amino-4-[{(1R)-1-[1-benzyl-4-(2,5-difluorophenyl)-1H-pyrrol-2-yl]-2,2-dimethylpropyl}(glycoloyl)amino]-N-(3-{[(2,5-dioxo-2,5-dihydro-1H-pyrrol-1-yl)acetyl]amino}propyl)butanamid N[C@H](C(=O)NCCCNC(CN1C(C=CC1=O)=O)=O)CCN(C(CO)=O)[C@H](C(C)(C)C)C=1N(C=C(C1)C1=C(C=CC(=C1)F)F)CC1=CC=CC=C1